diethyl-4-(4-tolyl)pyridine-2,6-dicarboxylic acid C(C)C=1C(=C(C(=NC1C(=O)O)C(=O)O)CC)C1=CC=C(C=C1)C